FC=1C=C2C=CC=C(C2=C(C1)F)C1=C(C=2N=C(N=C(C2C=N1)N([C@H]1CNCC1)C)OC[C@]12CCCN2C[C@@H](C1)F)F 7-(6,8-difluoronaphthalen-1-yl)-8-fluoro-2-(((2R,7aS)-2-fluorohexahydro-1H-pyrrolizin-7a-yl)methoxy)-N-methyl-N-((R)-pyrrolidin-3-yl)pyrido[4,3-d]pyrimidin-4-amine